CC1OCC1NCC(=O)OC methyl (2-methyloxetan-3-yl)glycinate